rac-tert-butyl N-[1-(4-amino-2-pyridyl)-2-[tert-butyl(dimethyl)silyl]oxy-ethyl]-N-methyl-carbamate NC1=CC(=NC=C1)[C@H](CO[Si](C)(C)C(C)(C)C)N(C(OC(C)(C)C)=O)C |r|